2,2'-azobis(1-imino-1-pyrrolidino-2-methylpropane) N(=NC(C(=N)N1CCCC1)(C)C)C(C(N1CCCC1)=N)(C)C